3-hexylnonyl 6-(4-(decyloxy)-4-oxobutyl)-aminocaproate C(CCCCCCCCC)OC(CCCCCCCC(C(=O)OCCC(CCCCCC)CCCCCC)N)=O